3-((2-methylenehexyl)oxy)propanenitrile C=C(COCCC#N)CCCC